N-[4-[(6,7-Dimethoxy-1,5-naphthyridin-4-yl)oxy]-3-fluoro-phenyl]-4-hydroxy-6-methyl-5-(4-methyl-2-thienyl)pyridine-3-carboxamide COC=1N=C2C(=CC=NC2=CC1OC)OC1=C(C=C(C=C1)NC(=O)C=1C=NC(=C(C1O)C=1SC=C(C1)C)C)F